C(C)N(C(C1=C(C=CC(=C1)F)OC1=C(N=CN=N1)N1CC2(CN(C2)[C@@H](C(C)C)C[C@H](CN(C)C(C)C)O)CC1)=O)C(C)C N-ethyl-5-fluoro-2-((5-(2-((3R,5R)-5-hydroxy-6-(isopropyl-(methyl)amino)-2-methylhexan-3-yl)-2,6-diazaspiro[3.4]oct-6-yl)-1,2,4-triazin-6-yl)oxy)-N-isopropylbenzamide